tert-butyl 3-[6-amino-1'-(cyclopropylmethyl)-3',6'-dihydro-2'H-[4,4'-bipyridin]-2-yl]azetidine-1-carboxylate NC1=CC(=CC(=N1)C1CN(C1)C(=O)OC(C)(C)C)C=1CCN(CC1)CC1CC1